dipentaerythritol hexa-octanoate C(CCCCCCC)(=O)OCC(COC(CCCCCCC)=O)(COCC(COC(CCCCCCC)=O)(COC(CCCCCCC)=O)COC(CCCCCCC)=O)COC(CCCCCCC)=O